O=C1NC(CCC1NC1=CC=C(C=C1)C1CCN(CC1)CCOCC=1C=C2C(=NC=NN2C1)C1=CC(=C(C=C1)CNC(OC(C)(C)C)=O)C)=O tert-butyl N-[[4-[6-[2-[4-[4-[(2,6-dioxo-3-piperidyl)amino]phenyl]-1-piperidyl]ethoxymethyl]pyrrolo[2,1-f][1,2,4]triazin-4-yl]-2-methyl-phenyl]methyl]carbamate